[5-FLUORO-2-(PYRIDIN-2-YLMETHOXY)PHENYL]BORANEDIOL FC=1C=CC(=C(C1)B(O)O)OCC1=NC=CC=C1